C1(=CC=CC=C1)C(C(=O)NCC=1SC=CN1)CC phenyl-N-(1,3-thiazol-2-ylmethyl)butanamide